COC=1C=C(CN2C(\C(\C3=CC(=CC=C23)N)=C/C=2NC(=CC2C)C)=O)C=CC1OC (Z)-1-(3,4-dimethoxybenzyl)-3-((3,5-dimethyl-1H-pyrrol-2-yl)methylene)-5-amino-2-indolone